O=C1NC(=NC=2CCN(CCC21)C(=O)OC(C)(C)C)C2=CC=CC=C2 Tert-butyl 4-oxo-2-phenyl-3,4,5,6,8,9-hexahydro-7H-pyrimido[4,5-d]azepine-7-carboxylate